C(#N)C[C@]12C[C@H](N([C@@H]2C1)C(=O)OC(C)(C)C)C(=O)OCC 2-tert-Butyl 3-ethyl (1R,3S,5R)-5-(cyanomethyl)-2-azabicyclo[3.1.0]hexane-2,3-dicarboxylate